4-(4-((1-(4-amino-2-fluoro-5-methoxyphenyl)piperidin-4-yl)methyl)piperazin-1-yl)-2-(2,6-dioxopiperidin-3-yl)isoindoline-1,3-dione NC1=CC(=C(C=C1OC)N1CCC(CC1)CN1CCN(CC1)C1=C2C(N(C(C2=CC=C1)=O)C1C(NC(CC1)=O)=O)=O)F